(R)-2-(4-fluoro-2-methylphenoxy)-N-(3-(S-methyl-N-(methylglycyl)sulphonimidoyl)phenyl)-5-(trifluoromethyl)nicotinamide FC1=CC(=C(OC2=C(C(=O)NC3=CC(=CC=C3)[S@@](=O)(=NC(CNC)=O)C)C=C(C=N2)C(F)(F)F)C=C1)C